C(C)(=O)N1CC(C1)NC=1C(=NC(=NC1)Cl)C(=O)[O-] ((1-acetylazetidin-3-yl) amino)-2-chloropyrimidine-4-carboxylate